ClC1=NC=C(C(=N1)C=1C=C2C(=C(N=NC2=C(C1)F)C(C)(C)O)C)Cl 2-(6-(2,5-dichloropyrimidin-4-yl)-8-fluoro-4-methylcinnolin-3-yl)propan-2-ol